NC=1C=C(C#N)C=C(C1Cl)N 3,5-diamino-4-chlorobenzonitrile